BrC(C(=O)Br)(C)C 2-Bromo-2-methylpropionylbromide